3-chloro-4-hydroxybenzoic acid (4-methoxynaphthalen-1-yl)methylidene hydrazide COC1=CC=C(C2=CC=CC=C12)C=NNC(C1=CC(=C(C=C1)O)Cl)=O